C[C@@H](CC[C@H](C(=O)O)N)N The molecule is a diamino acid that is hexanoic acid carrying two amino substituents at positions 2 and 5 (the 2R,5S-diastereomer). It derives from a D-norleucine. It is a conjugate base of a (2R,5S)-2,5-diammoniohexanoate.